OC=1C=C(C=C2C(C(N(C12)CC(=O)NCCCC(=O)O)=O)(C)C)I 4-(2-(7-hydroxy-5-iodo-3,3-dimethyl-2-oxoindolin-1-yl)acetamido)butyric acid